ClC1=CC(=C(C=C1)C(C(=O)O)(F)F)OC(F)(F)F 2-(4-chloro-2-(trifluoromethoxy)phenyl)-2,2-difluoroacetic acid